3,5-diamino-4-chlorobenzaldehyde NC=1C=C(C=O)C=C(C1Cl)N